N1(N=CC=C1)C1=C(CNC2=C3N=CN(C3=NC(=N2)Cl)C(C)C)C=CC=C1 N-(2-(1H-pyrazol-1-yl)benzyl)2-chloro-9-isopropyl-9H-purin-6-amine